N-[2-(6-chloro-2-pyridyl)-2-(1-methylpyrazol-4-yl)propyl]-1-(2,4-difluorophenyl)-1,2,4-triazole-3-carboxamide ClC1=CC=CC(=N1)C(CNC(=O)C1=NN(C=N1)C1=C(C=C(C=C1)F)F)(C)C=1C=NN(C1)C